(R)-N-(1-(2-cyanopyrimidin-5-yl)ethyl)-2-(5,6-difluoro-2,4-dioxo-1,4-dihydroquinazolin-3(2H)-yl)acetamide C(#N)C1=NC=C(C=N1)[C@@H](C)NC(CN1C(NC2=CC=C(C(=C2C1=O)F)F)=O)=O